C(#N)C1=C(C=CC=C1)NC1=NC(=NC=C1C(=O)N)NC1=C(C=C2CCN(CC2=C1)C)OC 4-[(2-cyanophenyl)amino]-2-[(6-methoxy-2-methyl-1,2,3,4-tetrahydroisoquinolin-7-yl)amino]pyrimidine-5-carboxamide